FC(CC[C@@H]1CN(C2=C(S([C@@H]1F)(=O)=O)C=C(C(=C2)C(F)(F)F)OCC(C(=O)O)(C)C)C2=CC=C(C=C2)F)F (((2S,3R)-3-(3,3-difluoropropyl)-2-fluoro-5-(4-fluorophenyl)-1,1-dioxido-7-(trifluoromethyl)-2,3,4,5-tetrahydrobenzo[b][1,4]thiazepin-8-yl)oxy)-2,2-dimethylpropanoic acid